2-((1,3-dihydroxy-2-(hydroxymethyl)-propan-2-yl)-amino)ethane-1-sulfonic acid OCC(CO)(CO)NCCS(=O)(=O)O